2-[3-(4-Bromo-3-fluorophenyl)-1H-pyrazol-4-yl]-1-methyl-2,3-dihydroquinazolin-4-one BrC1=C(C=C(C=C1)C1=NNC=C1C1N(C2=CC=CC=C2C(N1)=O)C)F